[NH4+].[Mg+2].[P+3] phosphorus Magnesium ammonium